BrC1=NN(C(=C1C#N)N(C)C(=O)OC(C)(C)C)[C@H]1C[C@@H](N(C1)C(=O)OC(C)(C)C)COC Tert-butyl (2R,4S)-4-(3-bromo-5-[(tert-butoxycarbonyl)(methyl)amino]-4-cyanopyrazol-1-yl)-2-(methoxymethyl)pyrrolidine-1-carboxylate